[Cu+2].N1=CC=CC2=CC=CC(=C12)[O-].N1=CC=CC2=CC=CC(=C12)[O-] bis(8-quinolinolat) copper (II)